O=C1NC(CCC1NC1=CC=C(CN2CCN(CC2)C2=CC=C(C=C2)C2=CC=C3CN(C(C3=C2)=O)C(C(=O)NC=2SC=CN2)C2=C(C=CC(=C2)F)O)C=C1)=O 2-(6-(4-(4-(4-((2,6-dioxopiperidin-3-yl)amino)benzyl)piperazin-1-yl)phenyl)-1-oxoisoindolin-2-yl)-2-(5-fluoro-2-hydroxyphenyl)-N-(thiazol-2-yl)acetamide